(R)-1-(2-amino-7-azaspiro[3.5]nonan-7-yl)-2-(3-((6-(2-hydroxy-4-(trifluoromethyl)phenyl)pyridazin-3-yl)amino)piperidin-1-yl)ethan-1-one NC1CC2(C1)CCN(CC2)C(CN2C[C@@H](CCC2)NC=2N=NC(=CC2)C2=C(C=C(C=C2)C(F)(F)F)O)=O